ClC=1C=C(C=C(C1)C1=CN=CO1)[C@@]1(CN2[C@H](CO1)CN(CC2)C(=O)C2=C(C(=CC=C2)OC)Cl)O [(3R,9aS)-3-(3-chloro-5-oxazol-5-yl-phenyl)-3-hydroxy-1,4,6,7,9,9a-hexahydropyrazino[2,1-c][1,4]oxazin-8-yl]-(2-chloro-3-methoxy-phenyl)methanone